C(C=1C(O)=CC=CC1O)(=O)O gamma-resorcylic acid